methyl (E)-4-(2-(3-methoxyphenyl)phosphonovinyl)-2,6-dichlorobenzoate COC=1C=C(C=CC1)OP(=O)(O)/C=C/C1=CC(=C(C(=O)OC)C(=C1)Cl)Cl